N-(3-chloro-4-fluorophenyl)-6-(1H-pyrrolo[2,3-b]pyridin-5-yl)quinazolin-4-amine ClC=1C=C(C=CC1F)NC1=NC=NC2=CC=C(C=C12)C=1C=C2C(=NC1)NC=C2